1-(2-(2,6-dioxopiperidin-3-yl)-1-oxoisoindolin-5-yl)-3-(2-(3-nitrophenyl)propan-2-yl)urea O=C1NC(CCC1N1C(C2=CC=C(C=C2C1)NC(=O)NC(C)(C)C1=CC(=CC=C1)[N+](=O)[O-])=O)=O